N-[3-(6-methyl-7-oxo-1H-pyrrolo[2,3-c]pyridin-4-yl)-4-[[6-[2-(4-piperidyloxy)ethoxy]-2-pyridyl]oxy]phenyl]ethanesulfonamide CN1C(C2=C(C(=C1)C=1C=C(C=CC1OC1=NC(=CC=C1)OCCOC1CCNCC1)NS(=O)(=O)CC)C=CN2)=O